FC1=C(C=CC=C1)C=1N=C2N(N=C(C=C2)C)C1C(=O)O 2-(2-fluorophenyl)-6-methylimidazo[1,2-b]pyridazine-3-carboxylic acid